2-[4-[(4-methoxypyrimidin-2-yl)methyl]piperazin-1-yl]-8-methyl-3,5,6,7-tetrahydropyrido[2,3-d]pyrimidin-4-one COC1=NC(=NC=C1)CN1CCN(CC1)C=1NC(C2=C(N1)N(CCC2)C)=O